BrC1=CC=C(C2=C1N(C=N2)C)Cl 7-bromo-4-chloro-1-methyl-benzimidazole